2-(naphthalen-1-yl)-4-phenyl-6-(4-(4,4,5,5-tetramethyl-1,3,2-dioxaborolan-2-yl)phenyl)-1,3,5-triazine C1(=CC=CC2=CC=CC=C12)C1=NC(=NC(=N1)C1=CC=CC=C1)C1=CC=C(C=C1)B1OC(C(O1)(C)C)(C)C